CC(CC)CCCCCCCCCCCCCCCCCCCCCCCCCCC 3-Methyltriacontane